FC(C=1C=C(CC2C[C@H](NC2)C(=O)O)C=CC1)(F)F γ-(3-trifluoromethyl-benzyl)-proline